[Fe+2].F[C@H]1[C@H](C1)C(=O)NC1=NC=C2C=C(C=3N(C2=C1)N=CN3)C=3C=NC(=CC3C)[C@@](CCC)([2H])O (1R,2R)-2-fluoro-N-(4-(6-((S)-1-hydroxybutyl-1-d)-4-methylpyridin-3-yl)-[1,2,4]triazolo[1,5-a][1,6]naphthyridin-8-yl)cyclopropane-1-carboxamide iron (ii)